Cl.NCC1=CC=C(CN(C[C@@H]([C@H]([C@@H]([C@@H](CO)O)O)O)O)CC)C=C1 (2r,3r,4r,5s)-6-((4-(aminomethyl)benzyl)(ethyl)amino)hexane-1,2,3,4,5-penta-ol hydrochloride